ClC1=C(C=CC=C1Cl)SC=1C=2N(C(=NC1)N1CCC3(CCC([C@H]3N)C)CC1)C=CN2 (1R)-8-(8-((2,3-dichlorophenyl)thio)imidazo[1,2-c]pyrimidin-5-yl)-2-methyl-8-azaspiro[4.5]decan-1-amine